COC1=C(C(=O)N)C=C(C=N1)NC(C(=O)N1[C@H](CC[C@@H](C1)C)C1=CC=C2C=CC(=NC2=C1)N1CCN(CC1)C)=O 2-methoxy-5-(2-((2R,5S)-5-methyl-2-(2-(4-methylpiperazin-1-yl)quinolin-7-yl)piperidin-1-yl)-2-oxoacetamido)nicotinamide